CSC1=C(C=CC(=C1)OC)[Mg]Br 2-methylsulfanyl-4-methoxyphenylmagnesium bromide